C(CCCCCCCCCCC)C1=C(C(=O)[O-])C=C(C(=C1O)O)O lauryl-gallate